5-chloro-6-hydroxy-pyridine ClC=1C=CC=NC1O